2-((t-butoxycarbonyl)amino)isonicotinic acid C(C)(C)(C)OC(=O)NC=1C=C(C(=O)O)C=CN1